[Na+].C(CCCCCCCCCCCCCCC)(=O)[O-].[Na+].C(CCCCCCCCCCCCCCC)(=O)[O-] sodium palmitate sodium